FC(C1=CC=C(CN2N=C(C=C2)[C@@H]([C@@](CN2N=NN=C2)(O)C2=C(C=C(C=C2)F)F)C)C=C1)(F)F (2R,3S)-3-(1-(4-trifluoromethylbenzyl)-1H-pyrazol-3-yl)-2-(2,4-difluorophenyl)-1-(1H-tetrazol-1-yl)butan-2-ol